NC1=CC=C2C(=N1)CCC2NC(=O)[C@H]2N(CC2)C(=O)[C@@H]2NC[C@H](C2)CC2=CC=C(C=C2)F (2S)-N-(2-amino-6,7-dihydro-5H-cyclopenta[b]pyridin-5-yl)-1-((2R,4S)-4-(4-fluorobenzyl)pyrrolidine-2-carbonyl)azetidine-2-carboxamide